C(C1=CC=CC=C1)C(C(=O)O)(C(=O)O)OC[C@H]1O[C@H]([C@@H]([C@@]1(O)C#C)O)N1C2=NC(=NC(=C2N=C1)NCC1CCC1)Cl 2-benzyl-2-(((2R,3S,4R,5R)-5-(2-chloro-6-((cyclobutylmethyl)amino)-9H-purin-9-yl)-3-ethynyl-3,4-dihydroxytetrahydrofuran-2-yl)methoxy)malonic acid